Methyl (3-aminophenyl)acetate NC=1C=C(C=CC1)CC(=O)OC